5-((7-benzyl-7H-pyrrolo[2,3-d]pyrimidin-4-yl)amino)-1,3-dihydro-2H-benzo[d]imidazol-2-one C(C1=CC=CC=C1)N1C=CC2=C1N=CN=C2NC2=CC1=C(NC(N1)=O)C=C2